NC/C(/CN1N=CN(C1=O)CC=1SC2=C(C1)C=C(C=C2)N2C(CCC1=CC=CC(=C21)C)=O)=C\F [2-({1-[(2E)-2-(aminomethyl)-3-fluoroprop-2-en-1-yl]-5-oxo-1,5-dihydro-4H-1,2,4-triazol-4-yl}methyl)-1-benzothien-5-yl]-8-methyl-3,4-dihydroquinolin-2(1H)-one